CN(C=1SC(=C(N1)C1=CC=CC=C1)OC1=CC(=NC=C1)NC1=CC(=NC=C1)C(C)(C)O)C 2-(4-((4-((2-(Dimethylamino)-4-phenylthiazol-5-yl)oxy)pyridin-2-yl)amino)pyridin-2-yl)propan-2-ol